C(C)N(CC)ON(CC)CC diethyl-aminoether